C(C)(C)(C)OC(NCCCCN1C2=NC=NC(=C2N=C1CCCC)N(C(C1=CC=CC=C1)=O)C(C1=CC=CC=C1)=O)=O 4-(6-(N-benzoylbenzamido)-8-butyl-9H-purin-9-yl)butylcarbamic acid tert-butyl ester